magnesium bis(2,2,2-trifluoroethyl) phosphate P(=O)(OCC(F)(F)F)(OCC(F)(F)F)[O-].[Mg+2].FC(COP(=O)(OCC(F)(F)F)[O-])(F)F